ClC=1C=2C(N=C(N1)Cl)=NNC2 4,6-dichloro-2H-pyrazolo[3,4-d]pyrimidine